OC1=C(C=O)C=CC(=C1)C1=CC=CC=C1 2-hydroxy-4-phenyl-benzaldehyde